2-(1-(5-(tert-butoxycarbonyl)-N-methyl-4,5,6,7-tetrahydropyrazolo[1,5-a]pyrazine-3-carboxamido)cyclopropyl)pyrimidine-5-carboxylic acid C(C)(C)(C)OC(=O)N1CC=2N(CC1)N=CC2C(=O)N(C)C2(CC2)C2=NC=C(C=N2)C(=O)O